C(C)(C)OC1=C(C=CC=C1)[C@@H]1CN(CCN1)C1CCOCC1 (3R)-3-(2-isopropoxyphenyl)-1-(oxan-4-yl)piperazine